5-[6-[3-(6-methyl-2-pyridyl)-1H-pyrazol-4-yl]-1,5-naphthyridin-3-yl]pyridin-2-ol CC1=CC=CC(=N1)C1=NNC=C1C=1N=C2C=C(C=NC2=CC1)C=1C=CC(=NC1)O